CN1[C@@H](C2=CC=C(C=C2C1)N(C1=CC=C(C=C1)CCC)C)CNC1=C(C(=O)O)C=CN=C1 (S)-3-(((2-methyl-5-(methyl-(4-propylphenyl)amino)isoindolin-1-yl)methyl)amino)isonicotinic acid